6-bromo-4-fluoro-2,3-dihydro-1H-indene BrC1=CC(=C2CCCC2=C1)F